1-(1-(4-bromophenyl)cyclopropyl)-N,N-dimethylmethylamine BrC1=CC=C(C=C1)C1(CC1)CN(C)C